[Ge].[Sn] tin-germanium